BrC=1C(=NC(=CC1)Cl)/C=C/C#N (E)-3-(3-bromo-6-chloropyridin-2-yl)acrylonitrile